N-((1s,4s)-4-(4-(3-cyano-4-((3,6-difluoropyridin-2-yl)thio)pyrazolo[1,5-a]pyridin-6-yl)-5-methyl-1H-pyrazol-1-yl)cyclohexyl)acetamide C(#N)C=1C=NN2C1C(=CC(=C2)C=2C=NN(C2C)C2CCC(CC2)NC(C)=O)SC2=NC(=CC=C2F)F